2-(4-(((3R,4R)-4-(isonicotinamido)pyrrolidin-3-yl)carbamoyl)benzoyl)-4-methoxyphenyl benzoate C(C1=CC=CC=C1)(=O)OC1=C(C=C(C=C1)OC)C(C1=CC=C(C=C1)C(N[C@@H]1CNC[C@H]1NC(C1=CC=NC=C1)=O)=O)=O